C(C1=CC=C(C=C1)OC)N(C=1C=C(C(=NC1OC)CC#N)F)CC1=CC=C(C=C1)OC 2-[5-[bis(p-anisyl)amino]-3-fluoro-6-methoxy-2-pyridyl]acetonitrile